N-(2-(N-(3-chloronaphth-1-yl)amino-sulfonyl)-pyridin-4-yl)-2-oxo-2H-chromene-8-amide ClC=1C=C(C2=CC=CC=C2C1)NS(=O)(=O)C1=NC=CC(=C1)NC(=O)C=1C=CC=C2C=CC(OC12)=O